CC(C)NC(=O)O[C@H]1C[C@H](CC1)C1=NN(C(=C1)NC1=CC=C2C(=N1)CCS2(=O)=O)C(C)(C)C (1R,3S)-3-{5-[(1,1-dioxo-2,3-dihydro-1λ6-thieno[3,2-b]pyridin-5-yl)amino]-1-(2-methylprop-2-yl)pyrazol-3-yl}cyclopentyl (prop-2-ylamino)methanoate